COC1=C(C=CC(=C1)NC(=O)C1(CCCC1)C1=CC=CC=C1)NC(C1=C(C(=CC=C1)Cl)F)=O N-(2-methoxy-4-(1-phenylcyclopentane-1-carboxamido)phenyl)-2-fluoro-3-chlorobenzamide